2-(3,5-difluorophenyl)-7-methyl-5,8-dihydrooxepino[3,2-f]benzofuran FC=1C=C(C=C(C1)F)C=1OC2=C(C1)C=C1C(=C2)OCC(=CC1)C